ClC1=CC2=C(CCC3=C(N2CCCCN2C(C4=CC=CC=C4C2=O)=O)C=CC(=C3)O)C=C1 2-[4-(7-chloro-2-hydroxy-10,11-dihydro-dibenzo[b,f]azepin-5-yl)-butyl]-isoindole-1,3-dione